Hexadecane phosphate P(=O)(O)(O)O.CCCCCCCCCCCCCCCC